IC(CC(=O)[O-])C 3-iodobutanoate